[N+](=O)([O-])C1=CC=C(C(=O)NC2=C(C(=O)NCCN3CCOCC3)C=CC=C2)C=C1 2-[(4-nitrobenzoyl)amino]-N-(2-morpholin-4-ylethyl)benzamide